C1=CC2=CC=C1C3=C(C2=C(C=C3)C(=O)N)C(=O)N Phenyleneisophthalamide